O1CCC(CC1)C1=CC(=CN1S(=O)(=O)C1=CC=C(C)C=C1)S(=O)(=O)O 5-(tetrahydropyran-4-yl)-1-(toluene-4-sulfonyl)-1H-pyrrol-3-sulfonic acid